ClC1=CC=C(C=C1)C=CC(=O)C1=CC=C(OC=2C=CC(NN2)=O)C=C1 6-(4-(3-(4-chlorophenyl)acryloyl)phenoxy)pyridazin-3(2H)-one